C1(CCCCCCC1)NCC(C)C 3-Cyclooctylamino-2-methylpropan